6-(4-fluorophenyl)-5-(4-methylquinolin-6-yl)pyridin-2-amine FC1=CC=C(C=C1)C1=C(C=CC(=N1)N)C=1C=C2C(=CC=NC2=CC1)C